ethyl pyruvate (acetate) C(C)(=O)O.C(C(=O)C)(=O)OCC